N1=C(C=CC=C1)C1=CC=CC=C1C(=O)C1=CC=CC=C1 2-pyridinebenzophenone